2-hydroxy-4-carbonyl-4H-pyrido[1,2-a]pyrimidine-3-carboxylic acid ethyl ester C(C)OC(=O)C1=C(N=C2N(C1=C=O)C=CC=C2)O